ClC1=C2C=NN(C2=C(C=C1)C(=O)NC1CC2(CC(C2)C(=O)O)C1)CC1=CC=C(C=C1)C1=CC=NC(=N1)OCC (Ra)-6-(4-chloro-1-(4-(2-ethoxypyrimidin-6-yl)benzyl)-1H-indazole-7-carboxamido)spiro[3.3]heptane-2-carboxylic acid